N[C@H](C(=O)O)CC=1C=NC(=CC1)N1CCNCC1 (S)-2-amino-3-(6-(piperazin-1-yl)pyridin-3-yl)propanoic acid